(2-((2-Fluoroethyl)carbamoyl)phenyl)-3-iodo-1H-indazole-1-carboxylic acid FCCNC(=O)C1=C(C=CC=C1)C1=C2C(=NN(C2=CC=C1)C(=O)O)I